tert-butyl 3-[4-(3-chloro-2-fluoro-anilino)pyrido[3,2-d]pyrimidin-6-yl]pyrrolidine-1-carboxylate ClC=1C(=C(NC=2C3=C(N=CN2)C=CC(=N3)C3CN(CC3)C(=O)OC(C)(C)C)C=CC1)F